ClC1=CC(=C(C=C1)C=1OC(=NN1)C1CC1)I 2-(4-chloro-2-iodophenyl)-5-cyclopropyl-1,3,4-oxadiazole